C(C)C1=C(C=CC(=C1)N1CCN(CC1)C)NC1=NC=C(C(=N1)NCCCNC(=O)C1CC1)C(F)(F)F N-(3-((2-((2-ethyl-4-(4-methylpiperazin-1-yl)phenyl)amino)-5-(trifluoromethyl)pyrimidin-4-yl)amino)propyl)cyclopropanecarboxamide